FC1=CC2=C(C3=C(CCNCC3)[Se]2)C=C1 8-Fluoro-2,3,4,5-tetrahydro-1H-benzo[4,5]selenopheno[2,3-d]azepine